2-(((1S,4S)-2,5-diazabicyclo[2.2.1]heptan-2-yl)methyl)-4(3H)-quinazolinone [C@@H]12N(C[C@@H](NC1)C2)CC2=NC1=CC=CC=C1C(N2)=O